4-((4-carboxyphenyl)sulfonyl)-1-(3-(4-chloro-3,5-dimethylphenoxy)propyl)-3,5-dimethyl-1H-pyrrole-2-carboxylic acid C(=O)(O)C1=CC=C(C=C1)S(=O)(=O)C=1C(=C(N(C1C)CCCOC1=CC(=C(C(=C1)C)Cl)C)C(=O)O)C